2-((1,1-Dioxotetrahydro-2H-thiopyran-3-yl)amino)-8-(isopropylamino)pyrido[3,4-d]pyrimidine O=S1(CC(CCC1)NC=1N=CC2=C(N1)C(=NC=C2)NC(C)C)=O